C(C)(C)C(CCCC)(N)N isopropyl-pentanediamine